3-hydroxylbutyrine OC(C(N)C(=O)O)C